7-(3-Cyclohexylpropyl)-5-fluoro-1-methyl-1H-indole C1(CCCCC1)CCCC=1C=C(C=C2C=CN(C12)C)F